1-(5-chloro-2-methylphenyl)piperazine ClC=1C=CC(=C(C1)N1CCNCC1)C